(R)-1,1'-binaphthyl-2,2'-diamine nitrate [N+](=O)(O)[O-].C=1(C(=CC=C2C=CC=CC12)N)C=1C(=CC=C2C=CC=CC12)N